2-amino-6-hydroxy-2-(2,3,6-trifluorophenyl)cyclohexan-1-one NC1(C(C(CCC1)O)=O)C1=C(C(=CC=C1F)F)F